ClC=1N=C(C2=C(N1)N(C=C2)S(=O)(=O)CC2=CC=CC=C2)Cl 2,4-dichloro-7-toluenesulfonyl-7H-pyrrolo[2,3-d]pyrimidine